3-(quinoline-2-yl)benzenesulfonamide N1=C(C=CC2=CC=CC=C12)C=1C=C(C=CC1)S(=O)(=O)N